CC1(CCN(CC1)CC1CCNCC1)NC(OC(C)(C)C)=O tert-butyl (4-methyl-1-(piperidin-4-ylmethyl)piperidin-4-yl)carbamate